FC(C1=C(C=C(C(=O)NCC=2C=NC=CC2C)C=C1F)F)F 4-(difluoromethyl)-3,5-difluoro-N-[(4-methylpyridin-3-yl)methyl]benzamide